(R)-3-((2-(6,7-dichloro-1-methyl-2,3,4,5-tetrahydro-1H-pyrido[4,3-b]indole-2-carbonyl)pyrimidin-4-yl)oxy)propanenitrile ClC1=C(C=CC=2C3=C(NC12)CCN([C@@H]3C)C(=O)C3=NC=CC(=N3)OCCC#N)Cl